N-cyclopropyl-5-((1-(6-methoxypyridazin-3-yl)-2-oxo-1,2-dihydropyridin-3-yl)amino)-7-(methylamino)pyrazolo[1,5-a]pyrimidine-3-carboxamide C1(CC1)NC(=O)C=1C=NN2C1N=C(C=C2NC)NC=2C(N(C=CC2)C=2N=NC(=CC2)OC)=O